ClC1=C(C(=NN1CC1=C(C=CC=C1)F)C(=O)OCC)CC=O ethyl 5-chloro-1-(2-fluorobenzyl)-4-(2-oxoethyl)-1H-pyrazole-3-carboxylate